tert-Butylpiperazine-1-carboxylic acid C(C)(C)(C)C1N(CCNC1)C(=O)O